CO[C@H]1[C@@H](CC1)NC(=O)C=1C=NN2C1N=C(C=C2NC)NC=2C(N(C=CC2)C2=CC=1C(=NC=CC1)N2)=O N-((1R,2R)-2-methoxycyclobutyl)-7-(methylamino)-5-((2-oxo-1-(1H-pyrrolo[2,3-b]pyridin-2-yl)-1,2-dihydropyridin-3-yl)amino)pyrazolo[1,5-a]pyrimidine-3-carboxamide